tert-butyl 4-(3-(4-chloro-3-cyclopropyl-1H-pyrrolo[2,3-b]pyridin-5-yl) phenyl)-3-oxopiperazine-1-carboxylate ClC1=C2C(=NC=C1C=1C=C(C=CC1)N1C(CN(CC1)C(=O)OC(C)(C)C)=O)NC=C2C2CC2